4-((6-((3,5-dimethoxyphenyl)carbamoyl)naphthalen-2-yl)oxy)-7-methoxyquinoline-6-carboxamide COC=1C=C(C=C(C1)OC)NC(=O)C=1C=C2C=CC(=CC2=CC1)OC1=CC=NC2=CC(=C(C=C12)C(=O)N)OC